Cl[Si] monochlorosilicon